5-methoxy-2-[[(4-methoxy-3,5-dimethyl-2-pyridyl)methyl]sulfinyl]-1H-benzimidazole COC1=CC2=C(NC(=N2)S(=O)CC2=NC=C(C(=C2C)OC)C)C=C1